CC(C(=O)NNC(=O)C=1C(=CC2=C(NC([C@H](CS2)NC(OC(C)(C)C)=O)=O)C1)F)(C)C tert-butyl N-[(3R)-7-[(2,2-dimethylpropanoylamino)carbamoyl]-8-fluoro-4-oxo-3,5-dihydro-2H-1,5-benzothiazepin-3-yl]carbamate